ClC1=C(C(=CC(=C1)C#N)F)NC=1N(C2=NC(=NC=C2N1)N[C@H](CO)CC)C1CCC(CC1)C(=O)N (1R,4s)-4-(8-(2-chloro-4-cyano-6-fluorophenylamino)-2-((S)-1-hydroxybutan-2-ylamino)-9H-purin-9-yl)cyclohexanecarboxamide